C1(CC1)C1=NN(C=C1C1=CC2=C(C=N1)N=CN2)[C@@H]2C[C@H](C2)CNC=2C=C1C(N(C(C1=CC2)=O)C2C(NC(CC2)=O)=O)=O 5-(((trans-3-(3-cyclopropyl-4-(1H-imidazo[4,5-c]pyridin-6-yl)-1H-pyrazol-1-yl)cyclobutyl)methyl)amino)-2-(2,6-dioxopiperidin-3-yl)isoindoline-1,3-dione